(4-(2-(3,4-dihydroxy-5-methoxyphenyl)-1H-benzo[d]imidazol-5-yl)piperazin-1-yl)(2-(trifluoromethyl)phenyl)methanone OC=1C=C(C=C(C1O)OC)C1=NC2=C(N1)C=CC(=C2)N2CCN(CC2)C(=O)C2=C(C=CC=C2)C(F)(F)F